COC=1C=C2CCN(CC2=CC1NC1=NC2=CC(=CC=C2C=N1)N[C@@H]1C(N(CC1)C)=O)C (3S)-3-({2-[(6-methoxy-2-meth-yl-1,2,3,4-tetrahydroisoquinolin-7-yl)amino]quinazolin-7-yl}-amino)-1-methylpyrrolidin-2-one